O=C(CCCCC(=O)NCCOCCOCCNC(=O)[C@](C(=O)O)(CC)N1CCN(CCN(CCN(CC1)CC(=O)O)CC(=O)O)CC(=O)O)OC1=C(C(=CC(=C1F)F)F)F (s)-{[2-(2-{2-[6-oxo-6-(2,3,5,6-tetrafluorophenoxy)hexanamido]ethoxy}ethoxy)ethyl]carbamoyl}-2-[4,7,10-tris(carboxymethyl)1,4,7,10-tetraazacyclododecan-1-yl]butanoic acid